N-(4-fluorophenyl)-1-{1-[5-(trifluoromethyl)-4H-1,2,4-triazole-3-carbonyl]-1,2,3,4-tetrahydroquinolin-6-yl}cyclobutane-1-carboxamide FC1=CC=C(C=C1)NC(=O)C1(CCC1)C=1C=C2CCCN(C2=CC1)C(=O)C1=NN=C(N1)C(F)(F)F